diethyl-diacetyl-phosphonic acid amide C(C)C(C(=O)N(P(O)=O)C(C)=O)CC